1-(4-(5-fluoro-2-methyl-4-(4,4,5,5-tetramethyl-1,3,2-dioxaborolan-2-yl)benzoyl)piperazin-1-yl)-2-methylpropan-1-one FC=1C(=CC(=C(C(=O)N2CCN(CC2)C(C(C)C)=O)C1)C)B1OC(C(O1)(C)C)(C)C